6-[(1R,6S)-3-methyl-3,8-diazabicyclo[4.2.0]octan-8-yl][1,3]thiazolo[4,5-c]pyridazin CN1C[C@@H]2N(C[C@@H]2CC1)C=1SC2=C(N=NC=C2)N1